tert-butyl 4-(2-(4-(2-(2,6-dioxopiperidin-3-yl)-1,3-dioxoisoindolin-5-yl)piperazin-1-yl)ethyl)piperidine-1-carboxylate O=C1NC(CCC1N1C(C2=CC=C(C=C2C1=O)N1CCN(CC1)CCC1CCN(CC1)C(=O)OC(C)(C)C)=O)=O